7-(3,6-dihydro-2H-pyran-4-yl)-pyrrolo[2,1-f][1,2,4]triazin-4-amine O1CCC(=CC1)C1=CC=C2C(=NC=NN21)N